C(C(=O)O)(=O)O.FC=1C=CC(=C(C1)N1CC2CN(CC2C1)C)OC 2-(5-fluoro-2-methoxyphenyl)-5-methyloctahydropyrrolo[3,4-c]pyrrole oxalate